tert-butyl 8-[2-fluoro-4-[(9S)-4,9,13-trimethyl-3-thia-1,8,11,12-tetrazatricyclo[8.3.0.02,6]trideca-2(6),4,7,10,12-pentaen-7-yl]phenyl]-2-azaspiro[4.5]decane-2-carboxylate FC1=C(C=CC(=C1)C=1C=2C=C(SC2N2C(=NN=C2[C@@H](N1)C)C)C)C1CCC2(CCN(C2)C(=O)OC(C)(C)C)CC1